5-ethynyl-N-[4-(4-methylpiperazin-1-yl)phenyl]-7-(2-phenylethoxy)pyrido[2,3-d]pyrimidin-2-amine C(#C)C1=CC(=NC=2N=C(N=CC21)NC2=CC=C(C=C2)N2CCN(CC2)C)OCCC2=CC=CC=C2